OC(CC=CC=C)C=C 6-hydroxy-1,3,7-octatriene